N-[2,4-difluoro-3-[(6S)-1-(1H-imidazol-2-yl)-5H,6H,7H,8H-imidazo[1,5-a]pyridin-6-yl]phenyl]-5-fluoro-2-methoxypyridine-3-sulfonamide FC1=C(C=CC(=C1[C@@H]1CCC=2N(C1)C=NC2C=2NC=CN2)F)NS(=O)(=O)C=2C(=NC=C(C2)F)OC